C(C)[C@@]1(CC[C@@]2([C@H]3CC[C@@]4([C@H](CC[C@H]4[C@@H]3CC[C@H]2C1)[C@@H](CC[C@H](C(C#N)(C)C)O)C)C)C)O (3R,6R)-6-((3S,5S,8R,9S,10S,13R,14S,17R)-3-ethyl-3-hydroxy-10,13-dimethylhexadecahydro-1H-cyclopenta[a]phenanthren-17-yl)-3-hydroxy-2,2-dimethylheptanenitrile